C(C)OC1=C(C=CC=C1)C1=CC=C2C(CCOC2=C1)NC(O[C@@H]1CN2CCC1CC2)=O (S)-quinuclidin-3-yl (7-(2-ethoxyphenyl)chroman-4-yl)carbamate